(7R)-2-{2-[1-(cyclopropylmethyl)-1H-pyrrolo[2,3-b]pyridin-2-yl]-7-methoxy-1-[(1-methyl-1H-pyrazol-3-yl)methyl]-1H-1,3-benzodiazole-5-carbonyl}-2-azabicyclo[2.2.1]heptan-7-amine C1(CC1)CN1C(=CC=2C1=NC=CC2)C2=NC1=C(N2CC2=NN(C=C2)C)C(=CC(=C1)C(=O)N1C2CCC(C1)[C@H]2N)OC